N=1C=NN2C1C=CC(=C2)C2=C(N=C1N2CCN1C(C)=O)C1=NN(C=C1)C 1-(5-([1,2,4]Triazolo[1,5-a]pyridin-6-yl)-6-(1-methyl-1H-pyrazol-3-yl)-2,3-dihydro-1H-imidazo[1,2-a]imidazol-1-yl)ethan-1-one